OC(C)C1=C2C=C(C(=NC2=CC(=C1)C)C#N)C1=CC=C(C=C1)N1CCN(CC1)C 5-(1-hydroxyethyl)-7-methyl-3-(4-(4-methylpiperazin-1-yl)phenyl)quinoline-2-carbonitrile